C(\C=C/C)(=O)O (Z)-butenoic acid